4-(3-Chloroanilino)-2'-[(2R)-3-{[(8S)-8-fluoro-5,6,7,8-tetrahydroquinolin-4-yl]oxy}-2-methylpropyl]-2',3'-dihydrospiro[cyclohexane-1,1'-indene]-4-carboxylic acid methyl ester COC(=O)C1(CCC2(C(CC3=CC=CC=C23)C[C@H](COC2=CC=NC=3[C@H](CCCC23)F)C)CC1)NC1=CC(=CC=C1)Cl